2-{4-[5-Amino-6-(2-amino-ethylamino)-pyrazin-2-yl]-benzylamino}-N-(4-fluoro-phenyl)-5-trifluoromethyl-nicotinamide NC=1N=CC(=NC1NCCN)C1=CC=C(CNC2=C(C(=O)NC3=CC=C(C=C3)F)C=C(C=N2)C(F)(F)F)C=C1